N-(4-Chlorobenzyl)-3-[3-methoxy-4-(prop-2-yn-1-yloxy)phenyl]propanamide ClC1=CC=C(CNC(CCC2=CC(=C(C=C2)OCC#C)OC)=O)C=C1